ClC=1C(=C(NC2=NC=NC3=CC=C(C=C23)C2(CN(C2)C(=O)OC(C)(C)C)C)C=CC1F)F tert-butyl 3-[4-(3-chloro-2,4-difluoro-anilino)quinazolin-6-yl]-3-methyl-azetidine-1-carboxylate